ethyl (Z)-3-(3,4-dichlorophenyl)-3-(methylamino)prop-2-enoate ClC=1C=C(C=CC1Cl)/C(=C/C(=O)OCC)/NC